CC(C#N)(C)C=1OC(=NN1)C1=CC2=C(C(CC(C(N2CC2=CC=C(C=C2)C=2C=NN(C2)C(F)(F)F)=O)N)(F)F)C=C1F 2-methyl-2-[5-[3-amino-5,5,7-trifluoro-2-oxo-1-[[4-[1-(trifluoromethyl)pyrazol-4-yl]phenyl]methyl]-3,4-dihydro-1-benzazepin-8-yl]-1,3,4-oxadiazol-2-yl]propanenitrile